OCCN1C(C(CC1)NC(=O)C1=C(OC2=C1C=C(C=C2)OCC2=C(N=CS2)C)C)=O N-(1-(2-hydroxyethyl)-2-oxopyrrolidin-3-yl)-2-methyl-5-((4-methylthiazol-5-yl)methoxy)benzo-furan-3-carboxamide